COC1(CNCC1)C1=NOCC(O1)CN1CCCCC1 rac-3-(3-methoxypyrrolidin-3-yl)-5-(piperidin-1-ylmethyl)-5,6-dihydro-1,4,2-dioxazine